tert-Butyl 4-(6,7-dimethoxyquinazolin-4-yl)-4-methoxypiperidine-1-carboxylate COC=1C=C2C(=NC=NC2=CC1OC)C1(CCN(CC1)C(=O)OC(C)(C)C)OC